5-(3-furoyl)amino-3-(1-(tert-butyl)piperidin-4-yl)-1H-indole O1C=C(C=C1)C(=O)NC=1C=C2C(=CNC2=CC1)C1CCN(CC1)C(C)(C)C